3-amino-1-propyne NCC#C